C(#N)C1=CC(=C(COC=2C=C(C=CC2)C2=CC(N(C=C2)CC2=NC3=C(N2CC2OCCC2)C=CC=C3)=O)C=C1)F 2-((4-(3-(4-Cyano-2-fluorobenzyloxy)phenyl)-2-oxopyridin-1(2H)-yl)methyl)-1-((tetrahydrofuran-2-yl)methyl)-1H-benzo[d]imidazol